C(#N)C1=C(C=CC=C1C1=CC2=C(OCCO2)C=C1)NC(=O)C=1C(N(C=C(C1)CNCCO)C)=O N-[2-cyano-3-(2,3-dihydro-1,4-benzodioxin-6-yl)phenyl]-5-{[(2-hydroxyethyl)amino]methyl}-1-methyl-2-oxo-1,2-dihydropyridine-3-carboxamide